(5-chloro-2-fluorophenyl)-2-nitropyridin-3-ol ClC=1C=CC(=C(C1)C1=C(C(=NC=C1)[N+](=O)[O-])O)F